P(=O)(O)(O)OCCCCCCCCCCCCCCCCCCCCCCCCCCC heptacosyl alcohol phosphate